tert-butyl 4-(1-(2,6-dioxopiperidin-3-yl)-2-oxo-1,2-dihydrobenzo[cd]indol-5-yl)-1,4-diazepane-1-carboxylate O=C1NC(CCC1N1C(C2=C3C(C=CC=C13)=C(C=C2)N2CCN(CCC2)C(=O)OC(C)(C)C)=O)=O